FC1=C(C(=C(C=C1C1=NOC(=N1)[C@H]1[C@@H](C1)F)F)C)NC(=O)C1=CN=C2N1C=CC(=C2)OC N-(2,5-difluoro-3-(5-((1s,2r)-2-fluorocyclopropyl)-1,2,4-oxadiazol-3-yl)-6-methylphenyl)-7-methoxyimidazo[1,2-a]pyridine-3-carboxamide